CC1(CC1)[C@@H](C(=O)N1[C@@H]([C@@H]2[C@H](C1)CCC2)C(=O)N[C@H](C=O)C[C@H]2C(NCCC2)=O)NC(C(F)(F)F)=O (1S,3aR,6aS)-2-((S)-2-(1-methylcyclopropyl)-2-(2,2,2-trifluoroacetamido)acetyl)-N-((S)-1-oxo-3-((S)-2-oxopiperidin-3-yl)propan-2-yl)octahydrocyclopenta[c]pyrrole-1-carboxamide